2-ethoxynaphthalene C(C)OC1=CC2=CC=CC=C2C=C1